6-bromopyridine-3-carboxylic acid BrC1=CC=C(C=N1)C(=O)O